BrC1=CC=C(OCCN2CC3(C2)CC(C3)O)C=C1 2-(2-(4-Bromophenoxy)ethyl)-2-azaspiro[3.3]heptan-6-ol